Cl.N[C@@H](C[C@H](C(=O)OC)C[C@@H](C(=O)OC)NC(=O)OCC1=CC=CC=C1)C dimethyl (2S,4S)-2-((R)-2-aminopropyl)-4-(((benzyloxy)carbonyl)amino)pentanedioate HCl salt